CC=1C=C2/C(/C(NC2=CC1C(=O)OC)=O)=C(/NC1=CC=C(C=C1)C(NOCCCN1CCCCC1)=O)\C1=CC=CC=C1 (Z)-Methyl 5-methyl-2-oxo-3-(phenyl((4-((3-(piperidin-1-yl)propoxy)carbamoyl)phenyl)amino)methylene)indoline-6-carboxylate